C(CCCCCCCCCCCCCCCC#C)NS(=O)(=O)C1CC1 N-(octadec-17-yn-1-yl)cyclopropanesulfonamide